(6-Amino-7-ethoxy-1-(2-(5-methoxy-1H-indol-3-yl)ethyl)-3,4-dihydroisoquinolin-2(1H)-yl)(morpholinyl)methanone NC=1C=C2CCN(C(C2=CC1OCC)CCC1=CNC2=CC=C(C=C12)OC)C(=O)N1CCOCC1